FC1=CN(C2=CC(=CC=C12)C1=C(C=C(N=N1)C(O)C=1C=NC=CC1)C)S(=O)(=O)C1=CC=C(C)C=C1 (6-(3-fluoro-1-tosyl-1H-indol-6-yl)-5-methylpyridazin-3-yl)(pyridin-3-yl)methanol